trimethyl-(1-phenyl-naphthalene-2-yl)silane C[Si](C1=C(C2=CC=CC=C2C=C1)C1=CC=CC=C1)(C)C